ClC1=C(OC=2C=C3CCN(C(C3=CC2)=O)CC2CCOCC2)C(=CC(=C1)[N+](=O)[O-])Cl 6-(2,6-dichloro-4-nitrophenoxy)-2-((tetrahydro-2H-pyran-4-yl)methyl)-3,4-Dihydroisoquinoline-1(2H)-one